2-Chloro-N-(5-cyclopropyl-1,3,4-oxadiazol-2-yl)-3-(isopropylsulfinyl)-4-(methylsulfonyl)benzamide ClC1=C(C(=O)NC=2OC(=NN2)C2CC2)C=CC(=C1S(=O)C(C)C)S(=O)(=O)C